C(C)(=O)N1CCC(CC1)NC1=CC(=NC(=N1)N1CCN(CC1)C)C(=O)OC methyl 6-((1-acetylpiperidin-4-yl)amino)-2-(4-methylpiperazin-1-yl)pyrimidine-4-carboxylate